3-formyl-N,N-dimethylbenzamide CN(C)C(=O)C1=CC=CC(=C1)C=O